3-[2,2-dimethyl-1-oxo-3-[(1-oxo-2-propenyl) oxy] propoxy]-2,2-dimethylpropyl acrylate C(C=C)(=O)OCC(COC(C(COC(C=C)=O)(C)C)=O)(C)C